2-fluoro-benzonitrile ethanesulfonate C(C)S(=O)(=O)O.FC1=C(C#N)C=CC=C1